[Cl-].[Cr+3].S(=O)(=O)([O-])[O-].[Cu+2] copper sulfate chromium chloride